N-cyclopropyl-sulfuryl-diamide C1(CC1)[N-]S(=O)(=O)[NH-]